CC(C)N1CCC(CC1)NC2=NC(=NC3=CC(=C(C=C32)OC)OCCCN4CCCC4)C5CCCCC5 2-cyclohexyl-N-(1-isopropylpiperidin-4-yl)-6-methoxy-7-(3-(pyrrolidin-1-yl)propoxy)quinazolin-4-amine